(S)-1-((2R,3S,4S,5R)-5-(2-Acetamido-6,8-dioxo-7-(3,3,3-trifluoropropyl)-1,6,7,8-tetrahydro-9H-purin-9-yl)-4-acetoxy-3-fluorotetrahydrofuran-2-yl)propyl acetate C(C)(=O)O[C@@H](CC)[C@H]1O[C@H]([C@@H]([C@H]1F)OC(C)=O)N1C=2N=C(NC(C2N(C1=O)CCC(F)(F)F)=O)NC(C)=O